3,9-dioxo-1,11-bis(3-methoxyphenyl)-2,10-bis(3-methoxybenzyl)-4,8-dioxa-2,6,10-triaza-6-methyl-undecane O=C(N(CC1=CC(=CC=C1)OC)CC1=CC(=CC=C1)OC)OCN(COC(N(CC1=CC(=CC=C1)OC)CC1=CC(=CC=C1)OC)=O)C